(1R,3aR,5aR,7S,9aS,11aR)-1-[(2R)-6-hydroxy-6-methylhept-2-yl]-3a,6,6,9a,11a-Pentamethyl-2,3,3a,4,5,5a,6,7,8,9,9a,10,11,11a-tetradecahydro-1H-cyclopenta[1,2-a]phenanthrene OC(CCC[C@@H](C)[C@H]1CC[C@@]2([C@@]1(CCC=1[C@]3(CCCC([C@H]3CCC21)(C)C)C)C)C)(C)C